[2-(4-hydroxymethyl-5-methyl-isoxazol-3-yl)-ethyl]Tert-butyl carbamate C(N)(OC(CCCC1=NOC(=C1CO)C)(C)C)=O